CCCCCCCCCCCCCCCCCCOP1OCC2(CO1)COP(OC2)OCCCCCCCCCCCCCCCCCC disTearylpentaerythritol diphosphite